tert-Butyl 2-((((9H-fluoren-9-yl)methoxy) carbonyl)(methyl)amino)-4-(3-fluorophenyl)butanoate C1=CC=CC=2C3=CC=CC=C3C(C12)COC(=O)N(C(C(=O)OC(C)(C)C)CCC1=CC(=CC=C1)F)C